4'-(2,4-dihydroxy-5-isopropyl-N-propylbenzamido)-N-((4,6-dimethyl-2-oxo-1,2-dihydropyridin-3-yl)methyl)-5-(ethyl(tetrahydro-2H-pyran-4-yl)amino)-4-methyl-[1,1'-biphenyl]-3-carboxamide OC1=C(C(=O)N(CCC)C2=CC=C(C=C2)C2=CC(=C(C(=C2)N(C2CCOCC2)CC)C)C(=O)NCC=2C(NC(=CC2C)C)=O)C=C(C(=C1)O)C(C)C